C(C)(C)N(P(=O)(NCl)N)C(C)C N,N-diisopropyl-chlorophosphoramide